tert-butyl N-[5-(4,4,5,5-tetramethyl-1,3,2-dioxaborolan-2-yl)-1,3-benzothiazol-2-yl]carbamate CC1(OB(OC1(C)C)C=1C=CC2=C(N=C(S2)NC(OC(C)(C)C)=O)C1)C